(bromomethyl)-4,4,5,5-tetramethyl-1,3,2-dioxaborolane BrCB1OC(C(O1)(C)C)(C)C